(1S,2R)-2-(((R)-(2-(azetidine-3-carboxamido)phenyl)(4-isopropylphenyl)methyl)carbamoyl)cyclopentane-1-carboxylic acid N1CC(C1)C(=O)NC1=C(C=CC=C1)[C@@H](C1=CC=C(C=C1)C(C)C)NC(=O)[C@H]1[C@H](CCC1)C(=O)O